(3S)-3-(2-chloro-5-methoxy-4-pyridinyl)-3-methyl-6-(trifluoromethyl)indolin-2-one ClC1=NC=C(C(=C1)[C@]1(C(NC2=CC(=CC=C12)C(F)(F)F)=O)C)OC